C(C=C)(=O)O.C(CC(O)(C(=O)O)CC(=O)O)(=O)O citric acid, acrylic acid salt